4-(4-nitrobenzyl)-morpholine-3-one [N+](=O)([O-])C1=CC=C(CN2C(COCC2)=O)C=C1